FC=CP(OC1=C(C=CC=C1)C)([O-])=O methylphenyl (2-fluorovinyl)phosphonate